C(C)(C)OC(C(CCC(C=[N+]=[N-])=O)NC(C(CCCNC(=O)N)NC(C(C(C)C)NC(C)=O)=O)=O)=O.CN1C=C(C2=CC=CC=C12)C(=O)C1=CC=CC=2N(C3=CC=CC=C3C12)C1CCN(CC1)CC1=CC=C(C(=O)N)C=C1 4-((4-(4-(1-methyl-1H-indole-3-carbonyl)-9H-carbazol-9-yl)piperidin-1-yl)methyl)benzamide isopropyl-2-(2-(2-acetamido-3-methylbutanamido)-5-ureidovaleramido)-6-diazo-5-oxohexanoate